NCCC1=C2C=CN(C2=CC=C1)C(=O)OC(C)(C)C tert-butyl 4-(2-aminoethyl)-1H-indole-1-carboxylate